N-Fmoc-D-aspartic acid-4-tert-butyl ester C(C)(C)(C)OC(C[C@@H](NC(=O)OCC1C2=CC=CC=C2C2=CC=CC=C12)C(=O)O)=O